5-(4-Fluoro-2-(isopropyl-(phenyl)carbamoyl)phenoxy)pyrimidine 1-oxide FC1=CC(=C(OC=2C=NC=[N+](C2)[O-])C=C1)C(N(C1=CC=CC=C1)C(C)C)=O